NN1C=NC(=C2N3C(N=C12)N(C(N3C)=O)CCN3N=CC(=C3)C(=O)N3C[C@@H](CC3)O)C=3OC=CC3 5-Amino-8-(2-furyl)-3-[2-[4-[(3R)-3-hydroxypyrrolidine-1-carbonyl]pyrazol-1-yl]ethyl]-1-methyl-[1,2,4]triazolo[5,1-f]purin-2-one